C1C(CC1(C(F)(F)F)O)N.Cl cis-3-amino-1-(trifluoromethyl)cyclobutan-1-ol hydrochloride